N-(3-(1,2,4,5-tetrazin-3-yl)benzyl)-N-(carboxymethyl)-2-fluoroethanaminium 2,2,2-trifluoroacetate FC(C(=O)[O-])(F)F.N1=NC(=NN=C1)C=1C=C(C[NH+](CCF)CC(=O)O)C=CC1